CN(C1CC=C(CC1)C=1C=NC2=CC=C(C=C2C1)C=1N=CNC1C1=NC(=CC=C1)C)C N,N-dimethyl-4-(6-(5-(6-methylpyridin-2-yl)-1H-imidazol-4-yl)quinolin-3-yl)cyclohex-3-en-1-amine